OC1=C(C=CC(=C1)C(F)(F)F)C1=C(C=C(N=N1)N[C@H]1CN(CCC1)CC(=O)NC1CC(C1)O)C [(3R)-3-({6-[2-hydroxy-4-(trifluoromethyl)phenyl]-5-methylpyridazin-3-yl}amino)piperidin-1-yl]-N-[(1r,3r)-3-hydroxycyclobutyl]acetamide